ClC1=C(C=C2C(=C(N(C2=C1F)C)C1=NC(=NN1)C(COC)O)N1C=NC=C1)OC 1-(5-(6-chloro-7-fluoro-3-(1H-imidazol-1-yl)-5-methoxy-1-methyl-1H-indol-2-yl)-1H-1,2,4-triazol-3-yl)-2-methoxyethan-1-ol